3-(7-(2,3-dichloro-6-methoxyphenyl)imidazo[1,2-a]pyridine-2-carbonyl)pyrrolidine-1-carboxylate ClC1=C(C(=CC=C1Cl)OC)C1=CC=2N(C=C1)C=C(N2)C(=O)C2CN(CC2)C(=O)[O-]